FC1=C(C(=O)O)C=CC(=C1)OCCCCCCOC(C(=C)C)=O 2-fluoro-4-((6-(methacryloyloxy)hexyl)oxy)benzoic acid